FC(C(=O)O)(F)F.ClC1=CC=C(C[C@@H]2N(CC(CC2)(F)F)C2CCN(CC2)C=2NC(=NN2)N)C=C1 (R)-5-(2-(4-chlorobenzyl)-5,5-difluoro-[1,4'-bipiperidin]-1'-yl)-4H-1,2,4-triazol-3-amine 2,2,2-trifluoroacetate